CN1C(CCC1)C=CC(=O)N 3-(1-methylpyrrolidin-2-yl)-acrylamide